CN(C(OC(C)(C)C)=O)C(C)(C)C=1OC(=NN1)C1=C(C=CC=C1)NC1=CC=C(C=C1)C(F)(F)F Tert-Butyl Methyl(2-(5-(2-((4-(trifluoromethyl)phenyl)amino)phenyl)-1,3,4-oxadiazol-2-yl)propan-2-yl)carbamate